5-bromo-N-(6-(4-cyclopropyl-4H-1,2,4-triazol-3-yl)pyridin-2-yl)-1-(2-fluorobenzyl)-2-oxo-1,2-dihydropyridine-3-carboxamide BrC=1C=C(C(N(C1)CC1=C(C=CC=C1)F)=O)C(=O)NC1=NC(=CC=C1)C1=NN=CN1C1CC1